FC1=C(C=CC(=C1)I)NC=1C=C(C#N)C=CC1C(=O)N1OCCC1=O 3-((2-fluoro-4-iodophenyl)amino)-4-(3-oxoisoxazolidine-2-carbonyl)benzonitrile